N1CC(CC2=CN=CC=C12)NC(OC(C)(C)C)=O tert-butyl (1,2,3,4-tetrahydro-1,6-naphthyridin-3-yl)carbamate